4-[2-[2-(2-aminoethoxy)ethoxy]ethyl-amino]-2-(2,6-dioxo-3-piperidyl)isoindoline-1,3-dione NCCOCCOCCNC1=C2C(N(C(C2=CC=C1)=O)C1C(NC(CC1)=O)=O)=O